CC(C(=O)O)CC(=O)O.CC(C(=O)O)CC(=O)O methylsuccinic acid (methylsuccinate)